N-[(1S)-2,3-dihydro-1H-inden-1-yl]-4-(dimethylamino)-7-fluoro-8-(pyrrolidin-1-yl)quinoline-3-carboxamide [C@@H]1(CCC2=CC=CC=C12)NC(=O)C=1C=NC2=C(C(=CC=C2C1N(C)C)F)N1CCCC1